OC1=CC2=CC=CC=C2C=C1C(=O)O.CO[Si](OC)(OC)CCCCCCCCCCCCCC[Si](OC)(OC)OC 1,8-bis(trimethoxysilylpropyl)octane 2-hydroxy-3-naphthoate